C(C)(=O)C1=NN(C2=C(C=C(C=C12)C=1C=NC(=NC1)C)C)CC(=O)N1[C@@H]2C[C@@]2(C[C@H]1C(=O)NC1=NC(=CC=C1C)Br)CN(CC)CC (1R,3S,5R)-2-(2-(3-acetyl-7-methyl-5-(2-methylpyrimidin-5-yl)-1H-indazol-1-yl)acetyl)-N-(6-bromo-3-methylpyridin-2-yl)-5-((diethylamino)methyl)-2-azabicyclo[3.1.0]hexane-3-carboxamide